2-(6-bromo-2-methyl-1H-benzimidazol-1-yl)-1-(4-(4-(5-(2,6-difluorophenyl)-4,5-dihydroisoxazol-3-yl)thiazol-2-yl)piperidin-1-yl)ethan-1-one BrC=1C=CC2=C(N(C(=N2)C)CC(=O)N2CCC(CC2)C=2SC=C(N2)C2=NOC(C2)C2=C(C=CC=C2F)F)C1